ClC1=CC2=C(N=C3C(NC(NC3=N2)=O)=O)C=C1 8-chloro-1h,2h,3h,4h-benzo[g]pteridine-2,4-dione